C1(=CC=CC=C1)C(CC(=O)O)CC(=O)O β-phenylglutaric acid